Ethyl 4-acetyl-1H-pyrrole-2-carboxylate C(C)(=O)C=1C=C(NC1)C(=O)OCC